B(C1=CC2=C(C=C1)OCO2)(O)O 3,4-(methylenedioxy)benzeneboronic acid